(E)-3-(4-bromophenyl)-N-(1-(4-methoxybenzoyl)pyrrolidin-3-yl)acrylamide BrC1=CC=C(C=C1)/C=C/C(=O)NC1CN(CC1)C(C1=CC=C(C=C1)OC)=O